C1NCC12CC(C2)C#CC=2C(=C(C(=CC2)O)N2CC(NS2(=O)=O)=O)F 5-(3-((2-azaspiro[3.3]heptan-6-yl)ethynyl)-2-fluoro-6-hydroxyphenyl)-1,2,5-thiadiazolidin-3-one 1,1-dioxide